4-(5-Chloro-2-(methoxy-d3)phenyl)-N-(6-(4-cyanophenyl)thiazolo[4,5-b]pyrazine-2-yl)-6-methylpyridine-3-carboxamide ClC=1C=CC(=C(C1)C1=C(C=NC(=C1)C)C(=O)NC=1SC=2C(=NC=C(N2)C2=CC=C(C=C2)C#N)N1)OC([2H])([2H])[2H]